6-Chloro-3-[(1R)-1-[2-(3-fluoroimidazo[1,2-a]pyridin-6-yl)-3,6-dimethyl-4-oxo-chromen-8-yl]ethoxy]pyridine-2-carboxamide ClC1=CC=C(C(=N1)C(=O)N)O[C@H](C)C=1C=C(C=C2C(C(=C(OC12)C=1C=CC=2N(C1)C(=CN2)F)C)=O)C